E-8-dodecenyl alcohol C(CCCCCC\C=C\CCC)O